4-Amino-1,2-cyclohexanediol NC1CC(C(CC1)O)O